2-amino-3-methylpyridin-4-thiol NC1=NC=CC(=C1C)S